S(=O)(=O)(O)C1=CC=C(C)C=C1.C(C)C1=NC=CN1CCCCC ethyl-3-pentylimidazole tosylate